(2,2-difluorobenzo[d][1,3]dioxan-5-yl)hydrazine hydrochloride Cl.FC1(OCC2=C(O1)C=CC=C2NN)F